(11R)-12-[3-(Aminomethyl)cyclobutyl]-6-(2,6-dimethylphenyl)-11-isobutyl-2,2-dioxo-9-oxa-2λ6-thia-3,5,12,19-tetrazatricyclo[12.3.1.14,8]nonadeca-1(18),4(19),5,7,14,16-hexaen-13-one NCC1CC(C1)N1[C@@H](COC2=CC(=NC(NS(C=3C=CC=C(C1=O)C3)(=O)=O)=N2)C2=C(C=CC=C2C)C)CC(C)C